3-benzyl-2,6,9-trimethyl-4H,6H-thieno[2,3-e][1,2,4]triazolo[3,4-c][1,4]oxazepine C(C1=CC=CC=C1)C1=C(SC=2N3C(C(OCC21)C)=NN=C3C)C